C(CCCSSCCCC(=O)Cl)(=O)Cl 4,4'-dithiodibutyryl chloride